O1CCOC12CCC(CC2)N2N=CC=1C2=NC(=NC1N1CC2CCC(C1)O2)C2=CC=C(C=C2)NC(=O)NC N-[4-[1-(1,4-dioxaspiro[4.5]decan-8-yl)-4-(8-oxa-3-azabicyclo[3.2.1]oct-3-yl)-1H-pyrazolo[3,4-d]pyrimidin-6-yl]phenyl]-N'-methyl-urea